(3-fluoropropyl) (3,3,3-trifluoropropyl) sulfite S(=O)(OCCCF)OCCC(F)(F)F